O=C1NC(CCC1N1C(C2=CC=C(C=C2C1)CN(C1CCN(CC1)C1=CC=C(C=C1)NC1=NC=C(C(=N1)NCC=1C=NC=CN1)C(F)(F)F)C)=O)=O 3-(((2-((4-(4-(((2-(2,6-dioxopiperidin-3-yl)-1-oxoisoindoline-5-yl)methyl)(methyl)amino)piperidin-1-yl)phenyl)amino)-5-(trifluoromethyl)pyrimidin-4-yl)amino)methyl)pyrazine